8-bromo-5-methoxy-4-(4,4,4-trifluorobutyl)-2-(trifluoromethyl)quinazoline BrC=1C=CC(=C2C(=NC(=NC12)C(F)(F)F)CCCC(F)(F)F)OC